1-(bromomethyl)-3-trifluoromethylbenzene BrCC1=CC(=CC=C1)C(F)(F)F